C1(=CC=C(C=C1)C1=NC(=NC(=N1)C1=CC(=CC=C1)C1=NC(=NC(=N1)C1=CC=C(C=C1)C12CC3CC(CC(C1)C3)C2)C2=CC=CC=C2)C2=CC=CC=C2)C2=CC=CC=C2 2-([1,1'-biphenyl]-4-yl)-4-(3-(4-(4-(adamantan-1-yl)phenyl)-6-phenyl-1,3,5-triazin-2-yl)phenyl)-6-phenyl-1,3,5-triazine